C(C)[C@H]1OC=2C(CNC1)=CC=C1C2OC(O1)(F)F (R)-9-ethyl-2,2-difluoro-6,7,8,9-tetrahydro-[1,3]dioxolano[4',5':3,4]benzo[1,2-f][1,4]oxazepine